(1R,3S)-3-[5-({[3-(methoxymethyl)-1-methyl-1H-pyrazol-5-yl]carbonyl}amino)-1H-pyrazol-3-yl]cyclopentyl [(2S)-1-methoxypropan-2-yl]carbamate COC[C@H](C)NC(O[C@H]1C[C@H](CC1)C1=NNC(=C1)NC(=O)C1=CC(=NN1C)COC)=O